BrC1=C(C=C2C(=NC(=NC2=C1F)Cl)OC(C)(C)C)C(F)(F)F 7-Bromo-4-tert-butoxy-2-chloro-8-fluoro-6-trifluoromethylquinazoline